1-bromo-3-((2-hydroxyethyl)(methyl)amino)propan-2-ol BrCC(CN(C)CCO)O